C(C1=CC=CC=C1)N1CC(C(CC1)N(C(CC)=O)C1=CC=CC=C1)C N-(1-Benzyl-3-methylpiperidin-4-yl)-N-phenylpropanamide